2-((4-(7-(((2S,5R)-5-(Ethylsulfonamido)tetrahydro-2H-pyran-2-yl)methyl)-2,7-diazaspiro[3.5]nonan-2-yl)pyrimidin-5-yl)oxy)-5-fluoro-N-isopropyl-N-(2-methoxyethyl)benzamide C(C)S(=O)(=O)N[C@@H]1CC[C@H](OC1)CN1CCC2(CN(C2)C2=NC=NC=C2OC2=C(C(=O)N(CCOC)C(C)C)C=C(C=C2)F)CC1